4-(cyclohexyloxy)-N-(piperidin-4-yl)-6-(1H-pyrazol-1-yl)-1,3,5-triazin-2-amine C1(CCCCC1)OC1=NC(=NC(=N1)N1N=CC=C1)NC1CCNCC1